FC1=C(C=CC=C1)C=1N=C2N(C=CC=C2)C1 2-(2-fluorophenyl)imidazo[1,2-a]pyridine